L-ascorbic acid 2-O-phosphate P(=O)(O)(O)OC=1C(=O)O[C@@H](C1O)[C@@H](O)CO